OC1=C(C=CC(=C1)C)C=1NC=C(N1)C 2-(2-hydroxy-4-methylphenyl)-4(s)-methylimidazole